2,2-dimethyl-4-oxo-3,10,13,16,19,22,25-heptaoxa-5-azaheptacosan-27-yl 4-methylbenzensulfonate CC1=CC=C(C=C1)S(=O)(=O)OCCOCCOCCOCCOCCOCCOCCCCNC(OC(C)(C)C)=O